OCC(CNC(=O)C=1N(N=C2C=CC(=CC12)OCC1=CC=NN1C)C)(C)C N-(3-hydroxy-2,2-dimethylpropyl)-2-methyl-5-[(1-methyl-1H-pyrazol-5-yl)methoxy]-2H-indazole-3-carboxamide